NC1=CC(=C(C(=O)NC2(CC2)C2=CC=CC3=CC=CC=C23)C=C1O)C 4-Amino-5-hydroxy-2-methyl-N-(1-(naphthalen-1-yl)cyclopropyl)benzamide